Aminoethyl-ethanolamine NCCC(O)CN